N-[3-[(1R)-2-(4-fluoroanilino)-1-methyl-2-oxo-ethyl]-1-bicyclo[1.1.1]pentanyl]-3-(trifluoromethyl)benzamide FC1=CC=C(NC([C@H](C)C23CC(C2)(C3)NC(C3=CC(=CC=C3)C(F)(F)F)=O)=O)C=C1